5α-hydroxy-6β-[(4-aminobutyl)(3-aminopropyl)amino]campestan-3β-ol O[C@]12[C@@H](C[C@H]3[C@@H]4CC[C@H]([C@@H](CC[C@H](C(C)C)C)C)[C@]4(CC[C@@H]3[C@]2(CC[C@@H](C1)O)C)C)N(CCCN)CCCCN